C(C)(=O)C1=C(C2=C(N=C(N=C2)NC2=CC=C(C=N2)CN2CC(CCC2)N2CCN(CC2)C2=CC=C(C=C2)C2C(NC(CC2)=O)=O)N(C1=O)C1CCCC1)C 3-(4-(4-(1-((6-((6-acetyl-8-cyclopentyl-5-methyl-7-oxo-7,8-dihydropyrido[2,3-d]pyrimidin-2-yl)amino)pyridin-3-yl)methyl)piperidin-3-yl)piperazin-1-yl)phenyl)piperidine-2,6-dione